HEXYLACETATE C(CCCCC)OC(C)=O